{2-[5-(2-aminopyrimidin-4-yl)-4-[2-fluoro-3-(propane-1-sulfonamido)phenyl]-1,3-thiazol-2-yl]-2-methylpropyl}oxane-4-carboxamide NC1=NC=CC(=N1)C1=C(N=C(S1)C(CC1OCCC(C1)C(=O)N)(C)C)C1=C(C(=CC=C1)NS(=O)(=O)CCC)F